OC1=CC(=C(C2=C1C(C=C(O2)C2=CC=C(C=C2)O)=O)CC=C(C)C)O 5,7-dihydroxy-2-(4-hydroxyphenyl)-8-(3-methylbut-2-en-1-yl)benzopyran-4-one